6-((1-(Cyclopropylsulfonyl)cyclopropyl)methyl)-1-methyl-3-(2H-tetrazol-5-yl)-1,4,5,6-tetrahydro-7H-pyrazolo[3,4-c]pyridin-7-one C1(CC1)S(=O)(=O)C1(CC1)CN1C(C2=C(CC1)C(=NN2C)C=2N=NNN2)=O